3-amino-6-chloro-N-[(2,6-difluorophenyl)methyl]-5-(1,3-Oxazol-2-yl)pyrazine-2-carboxamide NC=1C(=NC(=C(N1)C=1OC=CN1)Cl)C(=O)NCC1=C(C=CC=C1F)F